(Z)-5-((1H-pyrrolo[2,3-b]pyridin-3-yl)methylene)-3-ethylthiazolidine-2,4-dione N1C=C(C=2C1=NC=CC2)\C=C/2\C(N(C(S2)=O)CC)=O